ClC1=CC(=C(C=C1OCC#C)N1C(N2[C@@H](CCCC2)C1=O)=O)F (S)-2-(4-chloro-2-fluoro-5-propargyloxyphenyl)tetrahydroimidazo[1,5-a]pyridine-1,3(2H,5H)-dione